[N+](=O)([O-])C1=NC(NC=C1)=O 4-nitropyrimidinone